6-amino-5-ethylpyridin NC1=C(C=CC=N1)CC